[Si](C)(C)(C(C)(C)C)OCC=1C=C(C=NC1C)C(O)C1=C(C=2N(C=C1)C(=NN2)C(F)(F)F)C (5-(((tert-butyldimethylsilyl)oxy)methyl)-6-methylpyridin-3-yl)(8-methyl-3-(trifluoromethyl)-[1,2,4]triazolo[4,3-a]pyridin-7-yl)methanol